acryloylamin C(C=C)(=O)N